CC12CC3(CC(CC(C1)(C3)C)C2)NS(=O)(=O)C2=CC=C(C=C2)OC(F)(F)F N-(3,5-Dimethyltricyclo[3.3.1.13,7]dec-1-yl)-4-(trifluoromethoxy)benzenesulfonamide